C(C)(C)(C)OC(=O)N1CCCC2=CC(=NC=C12)Cl.C[N+](=C1C=CC(C=C1)=O)C dimethyl-(4-oxo-cyclohexa-2,5-dienylidene)ammonium tert-butyl-6-chloro-3,4-dihydro-1,7-naphthyridine-1(2H)-carboxylate